CC1(COC(OC1)CN1N=CC(=N1)N)C 2-((5,5-dimethyl-1,3-dioxan-2-yl)methyl)-2H-1,2,3-triazol-4-amine